C(C)(C)C1OCC(O1)=C 2-isopropyl-4-methylene-1,3-dioxolan